2-chloromethyl-5-methylsulfanyl-1,3,4-oxadiazole ClCC=1OC(=NN1)SC